COCOC=1C(=CC2=CN(N=C2C1C)C)NC(=O)C=1C=CC(=C2C=CN=NC12)N1CCN(CC1)C(=O)OC(C)(C)C tert-butyl 4-(8-{[6-(methoxymethoxy)-2,7-dimethylindazol-5-yl]carbamoyl}cinnolin-5-yl)piperazine-1-carboxylate